5-((2-(4-fluorophenethyl)-1,3-dioxolan-2-yl)methyl)-1,3,4-oxadiazol-2-amine FC1=CC=C(CCC2(OCCO2)CC2=NN=C(O2)N)C=C1